[C@@H]1([C@H](O)[C@H](O)[C@@H](O)[C@@H](O1)C)O[C@@H](C=O)[C@@H](O[C@H]1[C@H](O)[C@@H](O)[C@H](O)[C@H](O1)CO)[C@@H](O)[C@H](O)CO α-L-rhamnopyranosyl-(1→2)-[β-D-glucopyranosyl-(1→3)]-D-galactose